COCCOCC(C)(O)C 1-(2-methoxyethoxy)2-methyl-2-propanol